CC(=CCCC(=O)C(CC)(O)O)CCCC(CCCC(C)C)C (5,9,13-trimethyltetradec-4-enoyl)propanediol